BrC1=C(C2=CC=CC(=C2C=C1)Cl)O 2-bromo-5-chloro-1-naphthol